8-(4-(azetidin-1-yl)piperidin-1-yl)-9-chloro-6,6-Dimethyl-3-((trimethylsilyl)ethynyl)-5,6-dihydro-11H-benzo[b]carbazol-11-one N1(CCC1)C1CCN(CC1)C=1C(=CC2=C(C(C=3NC4=CC(=CC=C4C3C2=O)C#C[Si](C)(C)C)(C)C)C1)Cl